isopropyl (2,4-dichlorophenoxy)acetate ClC1=C(OCC(=O)OC(C)C)C=CC(=C1)Cl